O=C1NCC2(C1)CCNCC2 3-oxo-2,8-diazaspiro[4.5]decan